trans-N-(5-(7'-Fluoro-3-methoxy-3-methyl-2'-oxo-2',3'-dihydrospiro[cyclobutane-1,1'-pyrrolo[2,3-c]quinolin]-8'-yl)-2-(2-(isopropylamino)ethoxy)pyridin-3-yl)methanesulfonamide FC=1C(=CC=2C3=C(C=NC2C1)NC(C31CC(C1)(C)OC)=O)C=1C=C(C(=NC1)OCCNC(C)C)NS(=O)(=O)C